COC(\C=C\C1(C(N=CC=C1)C)C=1C(NC2=CC=CC=C2C1C)=O)=O (E)-2-methyl-3-(4-methyl-2-oxoquinolinyl)-3(2H)pyridineacrylic acid methyl ester